NC1=CC=C(OCC(C)(O)C)C=C1 1-(4-aminophenoxy)-2-methylpropan-2-ol